OC(COC1=C(C=C(C=C1)F)[C@@H]1N(CCC1)C1=NC=2N(C=C1)N=CC2C(=O)N)CO 5-((2R)-2-(2-(2,3-dihydroxypropoxy)-5-fluorophenyl)pyrrolidin-1-yl)pyrazolo[1,5-a]pyrimidine-3-carboxamide